CC1=C(C=2C=CN=C(C2C=C1)CC1=C(C=CC=C1)C(F)(F)F)N 6-methyl-1-(2-(trifluoromethyl)benzyl)isoquinolin-5-amine